CC=1C=C(C=CC1C)NC(C1=C(C=CC(=C1)S(=O)(=O)N1CCC2=CC=CC=C12)OC)=O N-(3,4-dimethylphenyl)-5-(indolin-1-ylsulfonyl)-2-methoxybenzamide